penta(methylethylamino)tantalum CN(CC)[Ta](N(C)CC)(N(C)CC)(N(C)CC)N(C)CC